allyl-pregnene C(C=C)C=C[C@H]1CC[C@H]2[C@@H]3CCC4CCCC[C@]4(C)[C@H]3CC[C@]12C